(2R,3S,4aR,7aR)-1-(2-fluoro-6-methyl-benzoyl)-N-[1-(2-pyridylmethyl)indazol-5-yl]-2-[4-(tetrahydropyran-4-ylamino)phenyl]-2,3,4,4a,5,6,7,7a-octahydrocyclopenta[b]pyridine-3-carboxamide FC1=C(C(=O)N2[C@H]3[C@@H](C[C@@H]([C@@H]2C2=CC=C(C=C2)NC2CCOCC2)C(=O)NC=2C=C4C=NN(C4=CC2)CC2=NC=CC=C2)CCC3)C(=CC=C1)C